Imino(4-(((7-(isoindolin-2-ylmethyl)benzo[d]oxazol-4-yl)oxy)methyl)phenyl)(methyl)-λ6-sulfanone N=S(=O)(C)C1=CC=C(C=C1)COC1=CC=C(C2=C1N=CO2)CN2CC1=CC=CC=C1C2